1-(2-chloro-3-(1-((5-(5-(difluoromethyl)-1,3,4-oxadiazol-2-yl)-3-fluoropyridin-2-yl)methyl)-1H-1,2,3-triazol-4-yl)phenyl)-N,N-dimethylamine ClC1=C(C=CC=C1C=1N=NN(C1)CC1=NC=C(C=C1F)C=1OC(=NN1)C(F)F)CNC